FC=1C=C(C=C(C1)F)C(C)OC=1C=C2C(=NNC2=CC1)C1=NC2=C(N1)CN(C2)C(=O)C2CCN(CC2)C (2-(5-(1-(3,5-difluorophenyl)ethoxy)-1H-indazol-3-yl)-4,6-dihydropyrrolo[3,4-d]imidazole-5(1H)-yl)(1-methylpiperidin-4-yl)methanone